BrC=1C=C(C(=C(C=NC(C(CO)=O)CC2=CC=C(C=C2)O)C1)O)O 3-(5-bromo-2,3-dihydroxy-benzylideneamino)-1-hydroxy-4-(4-hydroxyphenyl)butan-2-one